1-(3-((2-((3-Methyl-1-(8-methyl-8-azabicyclo[3.2.1]octan-3-yl)-1H-pyrazol-4-yl)amino)-5-(trifluoromethyl)pyrimidin-4-yl)amino)propyl)piperidin-2-on CC1=NN(C=C1NC1=NC=C(C(=N1)NCCCN1C(CCCC1)=O)C(F)(F)F)C1CC2CCC(C1)N2C